C(C(C)C)N1C[C@@H](CCC1)N1C(NC2=C1C=C(C(=C2)C=2C=C(C=1N(C2)N=CN1)OC)C(C)C)=O (R)-1-(1-isobutylpiperidin-3-yl)-6-isopropyl-5-(8-methoxy-[1,2,4]triazolo[1,5-a]pyridin-6-yl)-1,3-dihydro-2H-benzo[d]imidazol-2-one